2,2',2''-((2S,5S,8S,11S)-2,5,8,11-tetramethyl-1,4,7,10-tetraazacyclododecane-1,4,7-triyl)triacetic acid C[C@@H]1N(C[C@@H](NC[C@@H](N(C[C@@H](N(C1)CC(=O)O)C)CC(=O)O)C)C)CC(=O)O